O1COC2=NC=C(C=C21)C=2C=CC=C(C2)O 5-{2H-[1,3]dioxolo[4,5-b]pyridin-6-yl}phenol